3-(5-(Furan-3-yl)pyridin-3-yl)-N-(1H-indazol-5-yl)-3a,4,5,6,7,7a-hexahydro-4,7-methanobenzo[d]isoxazole-7a-carboxamide O1C=C(C=C1)C=1C=C(C=NC1)C1=NOC2(C1C1CCC2C1)C(=O)NC=1C=C2C=NNC2=CC1